7-{1-[1-(2,4-Difluorophenyl)-1H-1,2,3-triazol-4-yl]propyl}-5-[4-methoxypyrimidin-5-yl]-7H-pyrrolo[2,3-d]pyrimidin-4-amine FC1=C(C=CC(=C1)F)N1N=NC(=C1)C(CC)N1C=C(C2=C1N=CN=C2N)C=2C(=NC=NC2)OC